C(CCCCCCCC\C=C/C=C\CCC)=O (Z,Z)-10,12-Hexadecadienal